1,2-dibenzyl (2R,4R)-4-hydroxypyrrolidine-1,2-dicarboxylate O[C@@H]1C[C@@H](N(C1)C(=O)OCC1=CC=CC=C1)C(=O)OCC1=CC=CC=C1